4-(5-(cyclopropylcarbamoyl)-2-methylphenylamino)-5-methyl-N-propylpyrrolo[1,2-f][1,2,4]triazine-6-carboxamide CCCNC(=O)C1=CN2C(=C1C)C(=NC=N2)NC3=C(C=CC(=C3)C(=O)NC4CC4)C